ClC=1C=CN2C=C(C=C2C1)C(=O)O 7-chloroindolizine-2-carboxylic acid